sodium lauroyl glutamate chloride [Cl-].N[C@@H](CCC(=O)O)C(=O)OC(CCCCCCCCCCC)=O.[Na+]